ClC1=C(C(=O)N2CC=3N=C(SC3C2)NC(C2=CN=C(C=C2C2=C(C=CC(=C2)C#N)OC)C)=O)C=CC=C1OC N-(5-(2-chloro-3-methoxybenzoyl)-5,6-dihydro-4H-pyrrolo[3,4-d]thiazol-2-yl)-4-(5-cyano-2-methoxyphenyl)-6-methylnicotinamide